(Z)-6-(4-((3-oxobenzofuran-2(3H)-ylidene)methyl)phenoxy)-2-phenyl-4H-chromen-4-one O=C1/C(/OC2=C1C=CC=C2)=C/C2=CC=C(OC=1C=C3C(C=C(OC3=CC1)C1=CC=CC=C1)=O)C=C2